oleic acid monoamide C(CCCCCCC\C=C/CCCCCCCC)(=O)N